BrC1=C(OC=2C=C(C=CC2C)NC(C=C)=O)C=C(C=C1)C(F)(F)F N-[3-[2-bromo-5-(trifluoromethyl)phenoxy]-4-methyl-phenyl]prop-2-enamide